1-[6,7-Dichloro-10-(1H-pyrazol-4-yl)-3,4-dihydro-1H-pyrazino[1,2-a]indol-2-yl]-2-morpholin-3-yl-ethanone ClC1=C(C=CC=2C(=C3N(C12)CCN(C3)C(CC3NCCOC3)=O)C=3C=NNC3)Cl